ClC1=CC=C(S1)C(=O)NC(N(C1=CC=CC=C1)OC1=NC=CC=C1[N+](=O)[O-])=S 5-chloro-N-[(3-nitropyridin-2-yloxy)phenylthiocarbamoyl]thiophene-2-carboxamide